C1OCC12CN(C2)CC2=CC=C(CN1C(C3=C(N=C(N=C3N[C@H](CCO)CCC)N)C=C1)=O)C=C2 (S)-6-(4-((2-oxa-6-azaspiro[3.3]heptan-6-yl)methyl)benzyl)-2-amino-4-((1-hydroxyhexan-3-yl)amino)pyrido[4,3-d]pyrimidin-5(6H)-one